FC1=C(C=CC=C1)NC=1N=CC2=C(N1)N1C(=NCCC1)C(=C2)C2=C1C(=NC=C2)NN=C1 N-(2-fluorophenyl)-6-(1H-pyrazolo[3,4-b]pyridin-4-yl)-9,10-dihydro-8H-pyrido[1,6-a:2,3-d']dipyrimidin-2-amine